CC1=C(C2=C(N=N1)SC1=C2N=CN=C1NCC1=CC(=C(C=C1)C(C)(C)O)F)C 2-[4-[[(3,4-dimethylpyrimidino[4',5':4,5]thieno[2,3-c]pyridazin-8-yl)amino]methyl]-2-fluoro-phenyl]propan-2-ol